CC1(OB(OC1(C)C)/C=C/C(=O)OCC)C ethyl (2E)-3-(4,4,5,5-tetramethyl-1,3,2-dioxaborolan-2-yl)acrylate